C(#N)C1(CN(C1)C(=O)NC=1SC(=C(N1)C1=CC(=CC=C1)C#N)C1=CC(=NC(=C1)C)C)CO 3-Cyano-N-[4-(3-cyanophenyl)-5-(2,6-dimethyl-4-pyridyl)thiazol-2-yl]-3-(hydroxymethyl)azetidin-1-carboxamid